tert-butyl 3-[5-[1-(trifluoromethyl)cyclopropyl]-2-pyridyl]azetidine-1-carboxylate FC(C1(CC1)C=1C=CC(=NC1)C1CN(C1)C(=O)OC(C)(C)C)(F)F